7-benzyl-1-isobutyloctahydro-1H-3,6-methanopyrrolo[3,2-c]pyridine-6-carboxamide C(C1=CC=CC=C1)C1C2C3CNC1(CC3CN2CC(C)C)C(=O)N